(2-methylcyclopentyl)-2-(pyridin-4-yl)pyrido[3,4-d]pyrimidin-4-amine CC1C(CCC1)C1=CN=CC=2N=C(N=C(C21)N)C2=CC=NC=C2